OC1=C(C=NN1C)C1=NC(=CC(=C1)C(=O)OC)C methyl 2-(5-hydroxy-1-methyl-pyrazol-4-yl)-6-methyl-pyridine-4-carboxylate